BrC=1C(NC(N(N1)CC(=O)OCC)=O)=O Ethyl 2-(6-bromo-3,5-dioxo-4,5-dihydro-1,2,4-triazin-2(3H)-yl)acetate